1-(3-(2,3-dihydrobenzofuran-5-yl)-6-(5,5,5-trifluoropentyl)pyrazin-2-yl)piperidine-4-carboxylic acid O1CCC2=C1C=CC(=C2)C=2C(=NC(=CN2)CCCCC(F)(F)F)N2CCC(CC2)C(=O)O